tert-butyl (3-exo)-3-((7-chloro-1,6-naphthyridin-5-yl) amino)-9-azabicyclo[3.3.1]nonane-9-carboxylate ClC1=NC(=C2C=CC=NC2=C1)NC1CC2CCCC(C1)N2C(=O)OC(C)(C)C